Methyl (2S)-2-[(tert-butoxycarbonyl)amino]-3-iodopropanoate C(C)(C)(C)OC(=O)N[C@@H](C(=O)OC)CI